4-ketoadipic acid O=C(CCC(=O)O)CC(=O)O